C(=O)C1=CC=C(OCC=2C=C(C(=O)O)C=CC2)C=C1 3-[(4-FORMYLPHENOXY)METHYL]BENZOIC ACID